5-[4-[(2-cyclopropyl-5-fluoro-3-oxo-4H-quinoxalin-6-yl)methyl]piperazin-1-yl]-6-fluoro-N-methyl-pyridine-2-carboxamide C1(CC1)C1=NC2=CC=C(C(=C2NC1=O)F)CN1CCN(CC1)C=1C=CC(=NC1F)C(=O)NC